C(C)(C)(C)N(C(O)=O)CC1=CC(=CC(=C1)F)C=1C=NN(C1)C1CCCC1.COC1=C(C=CC(=C1)OC)NC=O (2,4-dimethoxyphenyl)formamide tert-Butyl-3-(1-cyclopentyl-1H-pyrazol-4-yl)-5-fluorobenzylcarbamate